5,7-dimethoxy-3-(4-((5-(p-tolyl)-1,3,4-oxadiazol-2-yl)thio)butoxy)-2-(3,4,5-trimethoxyphenyl)-4H-chromen-4-one COC1=C2C(C(=C(OC2=CC(=C1)OC)C1=CC(=C(C(=C1)OC)OC)OC)OCCCCSC=1OC(=NN1)C1=CC=C(C=C1)C)=O